4-[({3-[1-(2,2-dimethylpropanoyl)-3-oxo-5-(trifluoromethyl)piperidin-4-yl]-1-(2-methoxybenzoyl)-4-methyl-1H-pyrazol-5-yl}oxy)methyl]benzene-1-carboximidamide CC(C(=O)N1CC(C(C(C1)C(F)(F)F)C1=NN(C(=C1C)OCC1=CC=C(C=C1)C(N)=N)C(C1=C(C=CC=C1)OC)=O)=O)(C)C